2-benzyl-5-(pyridin-2-yl)-1,3,4-oxadiazole C(C1=CC=CC=C1)C=1OC(=NN1)C1=NC=CC=C1